C(C)NC1=NC=C(C(=N1)N[C@H]1C[C@H]([C@@H](CC1)C)O)C(=O)N 2-(ethylamino)-4-((1R,3R,4R)-3-hydroxy-4-methylcyclohexylamino)pyrimidine-5-carboxamide